7,7,9,9-tetramethyl-1,4-dioxaspiro[4.5]decan-8-one CC1(CC2(OCCO2)CC(C1=O)(C)C)C